ClC1=CC(=C(N=N1)N1C(SC2=NC=CC=C21)N)C 1-N-(6-chloro-4-methylpyridazin-3-yl)thiazolo[5,4-b]pyridin-2-amine